C1(=CC=CC=C1)C(C1=CC=CC=C1)=NC1=CN=CC2=CC=CC(=C12)C=1C=C(C(=O)OC)C=CC1 methyl 3-(4-((diphenylmethylene)amino)isoquinolin-5-yl)benzoate